BrC=1C=NN(C1F)C1CCN(CC1)C(=O)OC(C)(C)C tert-butyl 4-(4-bromo-5-fluoro-1H-pyrazol-1-yl)piperidine-1-carboxylate